ClC[C@H](C)O (S)-1-chloropropan-2-ol